4-(cyanomethylthio)phenol C(#N)CSC1=CC=C(C=C1)O